tert-butyl-dimethyl-[[4-[[4-(5-nitro-2-pyridyl)piperazin-1-yl]methyl]phenyl]methoxy]silane C(C)(C)(C)[Si](OCC1=CC=C(C=C1)CN1CCN(CC1)C1=NC=C(C=C1)[N+](=O)[O-])(C)C